N-(3-chloro-2-(2-methoxyethoxy)phenyl)thiophene-2-carboxamide (1r,3r)-3-(7-methyl-1H-indazol-1-yl)cyclobutyl-1H-imidazole-1-carboxylate CC=1C=CC=C2C=NN(C12)C1CC(C1)OC(=O)N1C=NC=C1.ClC=1C(=C(C=CC1)NC(=O)C=1SC=CC1)OCCOC